3-((6-(4-(((cyclopentyl(methyl)carbamoyl)oxy)methyl)-3-methylisoxazol-5-yl)-2-methylpyridin-3-yl)carbamoyl)-2,2-difluorocyclopropane-1-carboxylic acid C1(CCCC1)N(C(=O)OCC=1C(=NOC1C1=CC=C(C(=N1)C)NC(=O)C1C(C1C(=O)O)(F)F)C)C